C(C=C)(=O)OCCCNCCC[Si](OCC)(OCC)OCC N-(3-acryloxypropyl)-3-aminopropyl-triethoxysilane